2-(4-chloro-3-fluorophenoxy)-N-(3-{4-[1-(2,2,2-trifluoroethyl)piperidin-4-yl]-1H-pyrazol-1-yl}bicyclo[1.1.1]pentan-1-yl)acetamide ClC1=C(C=C(OCC(=O)NC23CC(C2)(C3)N3N=CC(=C3)C3CCN(CC3)CC(F)(F)F)C=C1)F